N[C@@H](CC(=O)OC(C)(C)C)C(=O)OC 4-(tert-butyl) 1-methyl L-aspartate